6-((2S)-3-(4-(2,2-Dimethylcyclopropyl)phenyl)-2-methylpropyl)-2-thia-6-azaspiro[3.4]octane 2,2-dioxide CC1(C(C1)C1=CC=C(C=C1)C[C@@H](CN1CC2(CS(C2)(=O)=O)CC1)C)C